3-(5-((4-((trans-4-((4-(3-(5-(1H-Tetrazol-5-yl)benzo[c]isoxazol-3-yl)phenoxy)piperidin-1-yl)methyl)cyclohexyl)methyl)piperazin-1-yl)methyl)-1-oxoisoindolin-2-yl)piperidine-2,6-dione N1N=NN=C1C1=CC=2C(=NOC2C=2C=C(OC3CCN(CC3)C[C@@H]3CC[C@H](CC3)CN3CCN(CC3)CC=3C=C4CN(C(C4=CC3)=O)C3C(NC(CC3)=O)=O)C=CC2)C=C1